BrC=1C=C2C=C(C(OC2=CC1)=O)C1=NC(=C(C#N)C(=C1)C1=C(C=C(C=C1)Cl)Cl)OCC 6-(6-bromo-2-oxo-2H-chromen-3-yl)-4-(2,4-dichlorophenyl)-2-ethoxynicotinonitrile